CC1=NN(C(=C1)C1=CC=C(C=C1)OC(F)(F)F)C1CCN(CC1)C(=O)OC(C)(C)C tert-butyl 4-[3-methyl-5-[4-(trifluoromethoxy)phenyl]pyrazol-1-yl]piperidine-1-carboxylate